(3S)-3-(3-methoxy-4-pyridyl)-3-methyl-6-(trifluoromethyl)indolin-2-one COC=1C=NC=CC1[C@]1(C(NC2=CC(=CC=C12)C(F)(F)F)=O)C